N1N=NC2=C1C=CC(=C2)C2=CC1=C(N(C3=C(O1)C=C(C=C3)C3=CC1=C(NN=N1)C=C3)CCN3CCNCC3)N=C2 3,7-bis(1H-benzo[d][1,2,3]triazol-5-yl)-10-(2-(piperazin-1-yl)ethyl)-10H-benzo[b]pyrido[2,3-e][1,4]oxazine